1-(3,4-Dimethoxyphenyl)undecan-1-ol COC=1C=C(C=CC1OC)C(CCCCCCCCCC)O